(S)-6-Ethyl-N-((S)-7-oxo-1-(5-(7-(trifluoromethyl)chinolin-3-yl)-1H-imidazol-2-yl)nonyl)-6-azaspiro[2.5]octan-1-carboxamid C(C)N1CCC2(C[C@@H]2C(=O)N[C@@H](CCCCCC(CC)=O)C=2NC(=CN2)C=2C=NC3=CC(=CC=C3C2)C(F)(F)F)CC1